COC=1C=CC=2N(C3=CC=C(C=C3C2C1)OC)C1=C(C=CC=C1)[Si](OC)(OC)OC (3,6-dimethoxy-9H-carbazol-9-yl)trimethoxyphenylsilane